(R)-N-(2-chloro-3-((3,5-dimethyl-4-oxo-3,4-dihydroquinazolin-6-yl)amino)-5-fluorophenyl)-3-fluoropyrrolidine-1-sulfonamide ClC1=C(C=C(C=C1NC=1C(=C2C(N(C=NC2=CC1)C)=O)C)F)NS(=O)(=O)N1C[C@@H](CC1)F